N-[1-(tert-butoxycarbonyl)-4-piperidinyl]-N-(3-cyclohexylpropyl)-2,4-dinitrobenzenesulfonamide Benzyl-(2S)-2-[[(tert-butoxy)carbonyl](methyl)amino]-3-(4-phenylphenyl)propanoate C(C1=CC=CC=C1)OC([C@H](CC1=CC=C(C=C1)C1=CC=CC=C1)N(C)C(=O)OC(C)(C)C)=O.C(C)(C)(C)OC(=O)N1CCC(CC1)N(S(=O)(=O)C1=C(C=C(C=C1)[N+](=O)[O-])[N+](=O)[O-])CCCC1CCCCC1